2,4-di-t-amylphenyl-3,5-di-t-butyl-4-hydroxybenzoate C(C)(C)(CC)C1=C(C=CC(=C1)C(C)(C)CC)OC(C1=CC(=C(C(=C1)C(C)(C)C)O)C(C)(C)C)=O